O=C1NC(CCC1NC1=CC=C(C=C1)C1CCN(CC1)C1CCN(CC1)CCC(=O)O)=O 3-(4-(4-((2,6-dioxopiperidin-3-yl)amino)phenyl)-[1,4'-bipiperidin]-1'-yl)propanoic acid